sodium diglycolate carbonate C([O-])(O)=O.C(COCC(=O)O)(=O)O.[Na+]